(R)-8-chloro-2,3,5,6,11,11b-hexahydro-1H-indolizino[8,7-b]indole ClC=1C=C2C3=C(NC2=CC1)[C@H]1CCCN1CC3